ClC1=CC=C(C=C1)C1CCN(CC1)C1=CC(=C(C=C1F)C1C(NC(CC1)=O)=O)F 3-(4-(4-(4-Chlorophenyl)piperidin-1-yl)-2,5-difluorophenyl)piperidine-2,6-dione